N1C=CC2=CC=CC(=C12)S(=O)(=O)N Indole-7-sulfonamide